6-[(2R)-3-(3,4-dihydro-1H-isoquinolin-2-yl)-2-hydroxy-propyl]-2-morpholino-7,8-dihydro-1,6-naphthyridin-5-one C1N(CCC2=CC=CC=C12)C[C@H](CN1C(C=2C=CC(=NC2CC1)N1CCOCC1)=O)O